(R)-N-(5-((6-(3-([1,1'-biphenyl]-3-yl)isoxazolidin-2-yl)pyrimidin-4-yl)amino)-2-(4-acetylpiperazin-1-yl)-4-methoxyphenyl)acrylamide C1(=CC(=CC=C1)[C@@H]1N(OCC1)C1=CC(=NC=N1)NC=1C(=CC(=C(C1)NC(C=C)=O)N1CCN(CC1)C(C)=O)OC)C1=CC=CC=C1